C(C)OC(=O)C=1C=C(N(C1C)C)C=1C=C2CCN(CC2=CC1C(=O)N1CC2=CC=CC=C2C[C@H]1CN1CCCCC1)C(=O)OC(C)(C)C tert-butyl 6-[4-(ethoxycarbonyl)-1,5-dimethylpyrrol-2-yl]-7-{[(3S)-3-(piperidin-1-ylmethyl)-3,4-dihydro-1H-isoquinolin-2-yl]carbonyl}-3,4-dihydro-1H-isoquinoline-2-carboxylate